3-((2-(tert-butyl)phenyl)amino)-4-methoxycyclobut-3-ene-1,2-dione C(C)(C)(C)C1=C(C=CC=C1)NC=1C(C(C1OC)=O)=O